5-METHOXY-DIPROPYL-TRYPTAMIN COC1=CC=C2NC=C(CCN(CCC)CCC)C2=C1